4-((5-Chloro-1-((3-chlorophenyl)sulfonyl)-1H-indol-3-yl)(hydroxy)methyl)-3-methylenedihydrofuran-2(3H)-one ClC=1C=C2C(=CN(C2=CC1)S(=O)(=O)C1=CC(=CC=C1)Cl)C(C1C(C(OC1)=O)=C)O